6-{7-[(3S,4S)-3-fluoro-2,2,6,6-tetramethylpiperidin-4-yl]-6,7-dihydro-5H-pyrrolo[2,3-c]pyridazin-3-yl}-5-hydroxy-1,3-benzoxazol-2(3H)-one F[C@@H]1C(NC(C[C@@H]1N1CCC2=C1N=NC(=C2)C2=CC1=C(NC(O1)=O)C=C2O)(C)C)(C)C